C(C)(C)(C)C=1C=C(C=2CC3=CC=C(C=C3C2C1)C(C)(C)C)C(C1=CC=CC=C1)(C1=CC=CC=C1)C1(C=CC=C1)CC(=C)C[Si](C)(C)C (3,6-di-tert-butylfluorenyl)[(2-trimethylsilylmethylallyl)cyclopentadienyl]-1,1-diphenylmethane